CN(C=O)C L-1-N,N-dimethylformamide